5-(1,1,1-trifluoropropan-2-yl)pyridin-2-amine FC(C(C)C=1C=CC(=NC1)N)(F)F